acrylic acid, amide C(C=C)(=O)N